COC1=C(C(=O)P(C2=C(C=CC(=C2)C)C)(C(C2=C(C=CC=C2OC)OC)=O)=O)C(=CC=C1)OC bis(2,6-dimethoxybenzoyl)-2,5-dimethylphenylphosphine oxide